C(C1CO1)OC(C(=C)C)=O.OC1=CC=C(C=C1)C(C)(C)C1=CC=C(C=C1)O Bisphenol A Glycidyl-Methacrylate